6-((6-methyl-7-phenyl-2-(trifluoromethyl)-1H-imidazo[4,5-c]pyridin-1-yl)methyl)pyridine-3-sulfonamide CC1=C(C2=C(C=N1)N=C(N2CC2=CC=C(C=N2)S(=O)(=O)N)C(F)(F)F)C2=CC=CC=C2